1,6-bis(cyanoguanidino)hexane C(#N)N(C(=N)N)CCCCCCN(C(=N)N)C#N